C(CCC)[C@]1(NS(C2=C(N(C1)C1=CC=CC=C1)C=C(C(=C2)CSCC(=O)O)S(=O)(=O)C)(=O)=O)CC (R)-2-(((3-butyl-3-ethyl-7-(methylsulfonyl)-1,1-dioxido-5-phenyl-2,3,4,5-tetrahydro-1,2,5-benzothiadiazepin-8-yl)methyl)thio)acetic acid